(NE,S)-N-[[(2S)-3,4-dihydro-2H-pyran-2-yl]methylene]-2-methyl-propane-2-sulfinamide O1[C@@H](CCC=C1)\C=N\[S@@](=O)C(C)(C)C